8-[(1S)-1-[[6-chloro-2-(1-hydroxy-3H-2,1-benzoxaborol-5-yl)-3-pyridyl]amino]ethyl]-2-cyclopropyl-3,6-dimethyl-chromen-4-one ClC1=CC=C(C(=N1)C=1C=CC2=C(COB2O)C1)N[C@@H](C)C=1C=C(C=C2C(C(=C(OC12)C1CC1)C)=O)C